4-(3-benzyloxyphenylamino)-5-oxo-5-(phenylamino)pentanoic acid tert-butyl ester C(C)(C)(C)OC(CCC(C(NC1=CC=CC=C1)=O)NC1=CC(=CC=C1)OCC1=CC=CC=C1)=O